C(C)OC(=O)C1=CN(C(C=C1)=O)C1=CC(=CC=C1)N1N=NC=C1C (3-(5-methyl-1H-1,2,3-triazol-1-yl)phenyl)-6-oxo-1,6-dihydropyridine-3-carboxylic acid ethyl ester